(2R,3S,4S)-2-[(4-chlorophenyl)methyl]-4-hydroxypyrrolidin-3-yl N-(1,2-oxazol-4-ylmethyl)carbamate O1N=CC(=C1)CNC(O[C@H]1[C@H](NC[C@@H]1O)CC1=CC=C(C=C1)Cl)=O